tert-butyl (1-(4-carbamoyl-6-(4-cyano-3-fluorophenyl)-5-(3-fluoro-4-methoxyphenyl)pyrimidin-2-yl)piperidin-4-yl)carbamate C(N)(=O)C1=NC(=NC(=C1C1=CC(=C(C=C1)OC)F)C1=CC(=C(C=C1)C#N)F)N1CCC(CC1)NC(OC(C)(C)C)=O